BrC1=C(C=CC2=C1C=C(O2)C(=O)O)N2CCN(CC2)CC2=C(C=CC=C2)C(F)(F)F 4-bromo-5-[4-(2-trifluoromethyl-benzyl)-piperazin-1-yl]-benzofuran-2-carboxylic acid